BrC=1C=C2C(=CC(=NC2=CC1)C)O 6-bromo-2-methylquinolin-4-ol